3-(3-(4-((methylamino)methyl)phenyl)-1,2-oxazol-5-yl)-5-(4-(propane-2-sulfonyl)phenyl)pyrazin-2-amine CNCC1=CC=C(C=C1)C1=NOC(=C1)C=1C(=NC=C(N1)C1=CC=C(C=C1)S(=O)(=O)C(C)C)N